C(#N)C1=CC=C(C=N1)NC1=CC(=C(N=N1)C(=O)NC)NCC1CNCCO1 6-(6-cyanopyridin-3-ylamino)-N-methyl-4-(morpholin-2-ylmethylamino)pyridazine-3-carboxamide